1-acryloyl-N-(3-(((8-ethyl-2-((1-methylpiperidin-4-yl)oxy)pyrazolo[1,5-a][1,3,5]triazin-4-yl)amino)methyl)phenyl)piperidine-4-carboxamide C(C=C)(=O)N1CCC(CC1)C(=O)NC1=CC(=CC=C1)CNC1=NC(=NC=2N1N=CC2CC)OC2CCN(CC2)C